ethyl (3S)-3-amino-3-{4-fluoro-2'-hydroxy-6'-methyl-[1,1'-biphenyl]-3-yl}propanoate N[C@@H](CC(=O)OCC)C=1C=C(C=CC1F)C1=C(C=CC=C1C)O